S1C=NC=C1C=1C=C2C(=C(N1)C(=O)N)NN=C2 5-(thiazol-5-yl)-1H-pyrazolo[3,4-c]pyridine-7-carboxamide